FC(C(=O)O)(F)F.O=C1NC(CCC1N1C(C2=CC=C(C=C2C1=O)O[C@H]1CN(C[C@@H](C1)OC1CCNCC1)C)=O)=O 2-(2,6-dioxopiperidin-3-yl)-5-[[(3R,5R)-1-methyl-5-(piperidin-4-yloxy)piperidin-3-yl]oxy]isoindole-1,3-dione trifluoroacetate